(S)-2-(6-fluorobenzo[d]oxazol-2-yl)-6-methoxy-5-((6-methoxypyridin-2-yl)methoxy)-1,2,3,4-tetrahydroisoquinoline-3-carboxylic acid FC1=CC2=C(N=C(O2)N2CC3=CC=C(C(=C3C[C@H]2C(=O)O)OCC2=NC(=CC=C2)OC)OC)C=C1